N-(5-(4-chlorophenyl)-1,3,4-thiadiazol-2-yl)-3-methoxyisoxazole-5-carboxamide ClC1=CC=C(C=C1)C1=NN=C(S1)NC(=O)C1=CC(=NO1)OC